C1(=CC(=CC=C1)C=1OC(=CN1)CNC1=C2C(N(C(C2=CC=C1)=O)C1C(NC(CC1)=O)=O)=O)C1=CC=CC=C1 (((2-([1,1'-Biphenyl]-3-yl)oxazole-5-yl)methyl)amino)-2-(2,6-dioxopiperidin-3-yl)isoindole-1,3-dione